C(C)(C)(C)OC(=O)N1[C@@H](C[C@H](C1)CC1=CC=NC=C1)C(=O)O (2S,4R)-1-(tert-butoxycarbonyl)-4-(pyridin-4-ylmethyl)pyrrolidine-2-carboxylic acid